methyl (R)-2-(4-(5-amino-3-oxo-4-(((phenylmethyl-d2)sulfonyl)oxy)-2,3-dihydrofuran-2-yl-2-d)phenyl)acetate NC1=C(C([C@@](O1)([2H])C1=CC=C(C=C1)CC(=O)OC)=O)OS(=O)(=O)C([2H])([2H])C1=CC=CC=C1